2-(2-Chloro-5-isopropyl-8-oxothieno[2',3':4,5]pyrrolo[1,2-d][1,2,4]triazin-7(8H)-yl)-N-((1r,3r)-3-hydroxycyclobutyl)acetamid ClC1=CC2=C(C=C3N2C(=NN(C3=O)CC(=O)NC3CC(C3)O)C(C)C)S1